(1R,3R,4R)-2-((3-chlorophenyl)-L-leucyl)-N-((S)-1-cyano-2-((R)-2-oxopiperidin-3-yl)ethyl)-5,5-difluoro-2-azabicyclo[2.2.2]octane-3-carboxamide ClC=1C=C(C=CC1)N[C@@H](CC(C)C)C(=O)N1[C@H]2CC([C@@H]([C@@H]1C(=O)N[C@@H](C[C@@H]1C(NCCC1)=O)C#N)CC2)(F)F